dichloro(p-methyl-isopropylphenyl)ruthenium Cl[Ru](C1=C(C=C(C=C1)C)C(C)C)Cl